FC=1C=C2C(C(=CN(C2=NC1N1CC(C1)C(NC1=NC=C(C=C1)OC)=O)C1=NC(=NS1)OC)C(=O)O)=O 6-fluoro-1-(3-methoxy-1,2,4-thiadiazol-5-yl)-7-{3-[(5-methoxypyridin-2-yl)carbamoyl]azetidin-1-yl}-4-oxo-1,4-dihydro-1,8-naphthyridine-3-carboxylic acid